C(CCCCCCCCCCCCC)C([NH+](C)C)CCCCCCCCCCCCCC dimyristyl-trimethyl-ammonium